ethyl 2-(4-(N-(4-chloro-2-((2-chloro-N-(furan-2-ylmethyl) benzoylamino) methyl) phenyl)-N-ethylsulfamoyl) phenyl)-2-methylpropionate ClC1=CC(=C(C=C1)N(S(=O)(=O)C1=CC=C(C=C1)C(C(=O)OCC)(C)C)CC)CN(CC=1OC=CC1)C(C1=C(C=CC=C1)Cl)=O